(S)-morpholin-2-ylmethanol hydrochloride Cl.N1C[C@H](OCC1)CO